4-bromo-6-methoxypyrazolo[1,5-a]pyridine-3-carbaldehyde BrC=1C=2N(C=C(C1)OC)N=CC2C=O